BrC=1N=C(C(=NC1)O[C@@H]1C[C@H](CC1)C(=O)OCC)C |r| (±)-Trans-ethyl 3-((5-bromo-3-methylpyrazin-2-yl)oxy)cyclopentanecarboxylate